FC1=C(CNC(=O)C2=CN=C(S2)N2CCC(CC2)N2C[C@@H](CCC2)C)C=CC=C1 N-(2-fluorobenzyl)-2-[(3R)-3-methyl[1,4'-bipiperidin]-1'-yl]-1,3-thiazole-5-carboxamide